(Z)-1-(1,2-difluorovinyl)-3,4-difluoro-2-(trifluoromethyl)cyclobut-1,3-diene F\C(=C/F)\C1=C(C(=C1F)F)C(F)(F)F